2-[3-[(4-amino-2-methylpyridin-5-yl)methyl]-4-methyl-1,3-thiazol-3-ium-5-yl]ethanol NC1=CC(=NC=C1C[N+]1=CSC(=C1C)CCO)C